tert-butyl (2S,5S)-5-(((tert-butyldiphenylsilyl)oxy)methyl)-2-((2-(isoquinolin-1-yl)propan-2-yl)carbamoyl)morpholine-4-carboxylate [Si](C1=CC=CC=C1)(C1=CC=CC=C1)(C(C)(C)C)OC[C@@H]1CO[C@@H](CN1C(=O)OC(C)(C)C)C(NC(C)(C)C1=NC=CC2=CC=CC=C12)=O